1-(6-((4-(2-amino-7-bromothieno[3,2-d]pyrimidin-4-yl)-1H-1,2,3-triazol-1-yl)methyl)pyridin-2-yl)-3-methylazetidin-3-ol NC=1N=C(C2=C(N1)C(=CS2)Br)C=2N=NN(C2)CC2=CC=CC(=N2)N2CC(C2)(O)C